ClC1=CC=C(C=C1)C1=CC=2C3=C(C=NC2C=C1)N(C(N3C3CCC(CC3)N3CCNCC3)=N)C 8-(4-Chlorophenyl)-3-methyl-1-((1r,4r)-4-(piperazin-1-yl)cyclohexyl)-1,3-dihydro-2H-imidazo[4,5-c]quinolin-2-imine